BrC1=C(C(=CC=C1)F)CC(=O)O (2-bromo-6-fluoro-phenyl)acetic acid